(4-fluorophenyl)(2-{4-[6-(1-methyl-1H-pyrazol-4-yl)pyrazolo[1,5-a]pyridin-3-yl]piperazin-1-yl}pyrimidin-5-yl)methanone FC1=CC=C(C=C1)C(=O)C=1C=NC(=NC1)N1CCN(CC1)C=1C=NN2C1C=CC(=C2)C=2C=NN(C2)C